(R)-8-((3S,5R)-4-acryloyl-3,5-dimethylpiperazin-1-yl)-l-1-chloro-3-(pyrazin-2-yl)-10-(trifluoromethyl)-3,4-dihydro-2H,6H-[1,4]thiazepino[2,3,4-ij]quinazolin-6-one C(C=C)(=O)N1[C@H](CN(C[C@H]1C)C1=NC(N2C3=C(C=C(C=C13)C(F)(F)F)S(C[C@H](C2)C2=NC=CN=C2)Cl)=O)C